2,3-dimethyl-5-ethyl-4-methoxyphenol CC1=C(C=C(C(=C1C)OC)CC)O